ethyl 6-(trifluoromethyl)-[1,2,4]triazolo[4,3-a]pyrazine-3-carboxylate FC(C=1N=CC=2N(C1)C(=NN2)C(=O)OCC)(F)F